(1S,3R)-N-(5-chloro-4-(5-fluoro-1,1-dimethyl-2,3-dihydro-1H-benzo[d]pyrrolo[1,2-a]imidazol-7-yl)pyridin-2-yl)-3-(3-hydroxybutyrylamino)cyclohexane-1-carboxamide ClC=1C(=CC(=NC1)NC(=O)[C@@H]1C[C@@H](CCC1)NC(CC(C)O)=O)C1=CC2=C(N=C3N2C(CC3)(C)C)C(=C1)F